1,2-diphenyl-1,2-bis(4-aminophenyl)ethylene C1(=CC=CC=C1)C(=C(C1=CC=C(C=C1)N)C1=CC=CC=C1)C1=CC=C(C=C1)N